Cl.ClC=1C(=NC(=NC1)N[C@H]1[C@@H](COCC1)O)C1=C(C(=NS1)C1CCNCC1)C (3S,4R)-4-((5-chloro-4-(4-methyl-3-(piperidin-4-yl)isothiazol-5-yl)pyrimidin-2-yl)amino)tetrahydro-2H-pyran-3-ol hydrochloride